C1ONC2=C(C=CC=C2)OC1 ethylenedioxyaniline